2-((cis-3-(2-amino-6-methoxy-9H-purin-9-yl)cyclobutyl)methoxy)-4H-benzo[d][1,3,2]dioxaphosphinine 2-oxide NC1=NC(=C2N=CN(C2=N1)[C@H]1C[C@H](C1)COP1(OCC2=C(O1)C=CC=C2)=O)OC